C(C)(=O)NC1=NC2=CC=C(C=C2C=C1)C(=O)O 2-acetamidoquinoline-6-carboxylic acid